(R)-4-(3-(3-aminopiperidine-1-carbonyl)-1-(2-fluoro-4-(piperidin-1-yl)phenyl)-1H-pyrazol-5-yl)benzonitrile N[C@H]1CN(CCC1)C(=O)C1=NN(C(=C1)C1=CC=C(C#N)C=C1)C1=C(C=C(C=C1)N1CCCCC1)F